COC([C@H](CSSC[C@@H](C(=O)OC)NC1=CC=CC2=CC=CC=C12)NC1=CC=CC2=CC=CC=C12)=O N,N'-dinaphthyl-L-cystine dimethyl ester